3-(1,2-dibromo-3-((tert-butyldimethylsilyl)oxy)propan-2-yl)-5-(3-ethoxy-4-methoxyphenyl)pyridine BrCC(CO[Si](C)(C)C(C)(C)C)(Br)C=1C=NC=C(C1)C1=CC(=C(C=C1)OC)OCC